(1S,4S)-5-{4-[7-(aminocarbonyl)-2H-indazol-2-yl]benzyl}-2-(4-chlorobenzyl)-5-aza-2-azonia-bicyclo[2.2.1]heptane trifluoroacetate FC(C(=O)[O-])(F)F.NC(=O)C1=CC=CC2=CN(N=C12)C1=CC=C(CN2[C@@H]3C[NH+]([C@H](C2)C3)CC3=CC=C(C=C3)Cl)C=C1